para-(2-bromo)vinyl-anisole BrC=CC1=CC=C(C=C1)OC